ClC1=NC=C(C(=N1)NCC1=CC=C(C=C1)C=1N(C=C(N1)C(F)(F)F)C(C)C)C#CCO 3-(2-chloro-4-((4-(1-isopropyl-4-(trifluoromethyl)-1H-imidazol-2-yl)benzyl)amino)pyrimidin-5-yl)prop-2-yn-1-ol